(R)-5-((6-((1-Hydroxybutan-2-yl)amino)imidazo[1,2-b]pyridazin-3-yl)ethynyl)-N-(4-((4-methylpiperazin-1-yl)methyl)-3-(trifluoromethyl)phenyl)nicotinamide OC[C@@H](CC)NC=1C=CC=2N(N1)C(=CN2)C#CC=2C=NC=C(C(=O)NC1=CC(=C(C=C1)CN1CCN(CC1)C)C(F)(F)F)C2